FC1(CC(C1)CN1C(C2=CC=C(C=C2C1)C1=CC=CC2=CC(=CC=C12)C(=O)N1CCC(CC1)(F)F)=O)F 2-((3,3-difluorocyclobutyl)methyl)-5-(6-(4,4-difluoropiperidine-1-carbonyl)naphthalen-1-yl)isoindolin-1-one